1-iodo-2-methylbenzene IC1=C(C=CC=C1)C